C(C)S(=O)(=O)C1=C(N=C2N1C=CC=N2)C(=O)OCC ethyl 3-ethylsulfonylimidazo[1,2-a]pyrimidine-2-carboxylate